methyl 2-((4-(6-((4-chloro-2-fluorobenzyl) oxy) pyridin-2-yl) piperazin-1-yl) methyl)-3-iodoimidazo[1,2-a]pyridine-6-carboxylate ClC1=CC(=C(COC2=CC=CC(=N2)N2CCN(CC2)CC=2N=C3N(C=C(C=C3)C(=O)OC)C2I)C=C1)F